4,5-diaminoimidazoleethanol NC=1N=C(NC1N)CCO